N-[3-fluoro-4-[(7-methoxy-1,5-naphthyridin-4-yl)oxy]phenyl]-4-hydroxy-2-methyl-5-pyridin-2-ylpyridine-3-carboxamide FC=1C=C(C=CC1OC1=CC=NC2=CC(=CN=C12)OC)NC(=O)C=1C(=NC=C(C1O)C1=NC=CC=C1)C